C1(=CC=CC=C1)S(=O)(=O)C1=CC=C(C=C1)N(C(=O)N)CC=1C=NC=CC1 N-[4-(phenylsulfonyl)phenyl]-N-(3-pyridinylmethyl)urea